(4-methyl-2-phenoxypyrimidin-5-yl)-4-oxo-4,5-dihydro-3H-1-thia-3,5,8-triazaacenaphthylene-2-carboxamide CC1=NC(=NC=C1N1C2=C(SC=3N=CC=C(NC1=O)C32)C(=O)N)OC3=CC=CC=C3